1-cyclohexyl-2-oxo-1,2-dihydropyridine-3-carboxamide C1(CCCCC1)N1C(C(=CC=C1)C(=O)N)=O